ClC=1C(=NC=CC1)C chloro(methyl)pyridine